C(N)(OC(C(=O)NC)CCC(C1CCC(CC1)C(F)(F)F)C(C)(C)C)=O tert-butyl-(1-(methylamino)-1-oxo-5-(4-(trifluoromethyl) cyclohexyl) pent-2-yl) carbamate